NC1=NC=2C=NC(=CC2C2=C1C=NN2C)C(=O)N2C1C(CCC2)OC2=C1C=C(C(=C2)OC(F)F)F (Rac)-(4-amino-1-methyl-1H-pyrazolo[4,3-c][1,7]naphthyridin-8-yl)(7-(difluoromethoxy)-8-fluoro-3,4,4a,9b-tetrahydrobenzofuro[3,2-b]pyridin-1(2H)-yl)methanone